C(=C)OCCOC1=CC=C(C=C1)CC 4-[2-(vinyloxy)ethoxy]phenylethan